2-(dimethylamino)-1-(5-(3-isopropyl-2-(2-methylpyridin-4-yl)-1H-indole-5-carbonyl)hexahydropyrrolo[3,4-c]pyrrol-2(1H)-yl)ethan-1-one CN(CC(=O)N1CC2CN(CC2C1)C(=O)C=1C=C2C(=C(NC2=CC1)C1=CC(=NC=C1)C)C(C)C)C